NCCCCCCC1(O)[C@H](O)[C@@H](O)[C@H](O[C@H]2[C@H](O)[C@@H](O)[C@@H](O)[C@H](O2)CO)[C@H](O1)CO aminohexyl-lactose